NCCOCCOCCN(CCCCCCCC(=O)OCCCC(CCCCC)CCCCC)CCCCCCCC(OCCCC(CCCCC)CCCCC)=O 4-pentylnonyl 8-[2-[2-(2-aminoethoxy)ethoxy]ethyl-[8-oxo-8-(4-pentylnonoxy) octyl]amino]octanoate